6-bromo-2-fluoro-3-(trifluoromethyl)pyridine BrC1=CC=C(C(=N1)F)C(F)(F)F